4-[4-[1-[6-(5-cyclopropyl-4H-1,2,4-triazol-3-yl)-2-azaspiro[3.3]heptane-2-carbonyl]azetidin-3-yl]phenyl]-1H-triazole-5-carbonitrile C1(CC1)C=1NC(=NN1)C1CC2(CN(C2)C(=O)N2CC(C2)C2=CC=C(C=C2)C=2N=NNC2C#N)C1